FC(OC1=C(C=CC(=C1)OC)S(=O)(=O)C)F 2-(difluoromethoxy)-1-methanesulfonyl-4-methoxybenzene